(tert-butyl) 3-methylpyrrolidine-1,3-dicarboxylate CC1(CN(CC1)C(=O)OC(C)(C)C)C(=O)[O-]